CN1C(C(=CC2=C1N=C(N=C2)NC2=CC=C(C=C2)N2CCN(CC2)C)N2CCNCC2)=O 8-methyl-2-[4-(4-methylpiperazin-1-yl)anilino]-6-piperazin-1-yl-pyrido[2,3-d]pyrimidin-7-one